N[C@H](CO)C(C)C (S)-2-amino-3-methyl-1-butanol